(1aR,5aR)-2-(5-Fluoro-pyridin-2-yl)-1a,2,5,5a-tetrahydro-1H-2,3-diaza-cyclopropa[a]pentalene-4-carboxylic acid (2-hydroxy-1,1-dimethyl-ethyl)-amide OCC(C)(C)NC(=O)C=1C=2C[C@@H]3[C@H](C2N(N1)C1=NC=C(C=C1)F)C3